N-(2,6-dichlorophenyl)-4-(1-methylcyclopropoxy)-2-{[1-(1-methylpiperidin-4-yl)-1H-pyrazol-4-yl]amino}pyrimidine-5-carboxamide ClC1=C(C(=CC=C1)Cl)NC(=O)C=1C(=NC(=NC1)NC=1C=NN(C1)C1CCN(CC1)C)OC1(CC1)C